({5-bromoimidazo[1,2-a]pyrazin-8-yl}sulfanyl)-3-chloropyridin-2-amine BrC1=CN=C(C=2N1C=CN2)SC2=C(C(=NC=C2)N)Cl